ergosta-5,23-dien-3beta-ol CC(C)C(C)=CC[C@@H](C)[C@H]1CC[C@H]2[C@@H]3CC=C4C[C@H](CC[C@]4(C)[C@H]3CC[C@]12C)O